3-pentadecyl phenylacetate C1(=CC=CC=C1)CC(=O)OC(CC)CCCCCCCCCCCC